(1S,3S,5S)-3-(3,5-difluorophenyl)-2-azabicyclo[3.1.0]hexane FC=1C=C(C=C(C1)F)[C@H]1N[C@H]2C[C@H]2C1